NC1=NC=2C3=C(C(CC2C=N1)(C)C)C(=NN3)C(=O)NC=3SC=C(N3)C3(CC3)C(=O)N3CCC(CC3)N3CCCCC3 8-amino-N-{4-[1-(1,4'-bipiperidin-1'-ylcarbonyl)cyclopropyl]-1,3-thiazol-2-yl}-4,4-dimethyl-4,5-dihydro-1H-pyrazolo[4,3-H]quinazoline-3-carboxamide